BrC=1C(=NC=C(C1)C(F)(F)F)C(C)NC 1-(3-bromo-5-(trifluoromethyl)pyridin-2-yl)-N-methylethan-1-amine